(S)-2-(1H-indol-3-yl)-1-(1H-tetrazol-5-yl)ethylamine N1C=C(C2=CC=CC=C12)C[C@@H](C1=NN=NN1)N